t-butylcyclopentane C(C)(C)(C)C1CCCC1